(S)-N-(3-cyano-4-fluorophenyl)-1,4-dimethyl-5-(2-oxo-2-((1,1,1-trifluoropropan-2-yl)amino)acetyl)-1H-pyrrole-3-carboxamide C(#N)C=1C=C(C=CC1F)NC(=O)C1=CN(C(=C1C)C(C(N[C@H](C(F)(F)F)C)=O)=O)C